methyl 3-fluoro-5-(trifluoromethoxy)picolinate FC=1C(=NC=C(C1)OC(F)(F)F)C(=O)OC